C1(=CC=C(C=C1)N(C1=CC=C(C=C1)C1=CC=C(C=C1)N(C1=CC=2C(C3=CC=CC=C3C2C=C1)(C1=CC=CC=C1)CCCCOC1=CC=C(C=C1)C=C)C1=CC=C(C=C1)C1=CC=CC=C1)C1=CC=2C(C3=CC=CC=C3C2C=C1)(CCCCOC1=CC=C(C=C1)C=C)C1=CC=CC=C1)C1=CC=CC=C1 N4,N4'-bis([1,1'-biphenyl]-4-yl)-N4,N4'-bis(9-phenyl-9-(4-(4-vinylphenoxy)butyl)-9H-fluoren-2-yl)-[1,1'-biphenyl]-4,4'-diamine